IC1=CC(=C(C=C1OC)C(CN(C)C)NC)[N+](=O)[O-] 1-(4-iodo-5-methoxy-2-nitrophenyl)-N1,N2,N2-trimethylethane-1,2-diamine